1-(difluoromethyl)-N-[6-ethoxy-2-(3-hydroxy-3-methyl-butyl)pyrazolo[1,5-a]pyridin-5-yl]-2-oxo-pyridine-3-carboxamide FC(N1C(C(=CC=C1)C(=O)NC1=CC=2N(C=C1OCC)N=C(C2)CCC(C)(C)O)=O)F